ClC1=C(C=CC(=C1)S(=O)(=O)C)C=1C=CC(=NC1)C1CN(C1)C(=O)OC(C)(C)C tert-butyl 3-[5-(2-chloro-4-methylsulfonyl-phenyl)-2-pyridyl]azetidine-1-carboxylate